FC1=CC(=CC(=C1)C#CC1=CC=C(C=C1)[C@@H]1CC[C@H](CC1)CCC)F 1,3-difluoro-5-{[4-(trans-4-propylcyclohexyl)phenyl]ethynyl}benzene